C1(CCCC1)CNC(OC1CN(C1)C1=CC(=C(C(=C1)F)C1C(NC(CC1)=O)=O)F)=O 1-(4-(2,6-dioxopiperidin-3-yl)-3,5-difluorophenyl)azetidin-3-yl (cyclopentylmethyl)carbamate